CC1OC(CN(C1)C1=CC=C(C=C1)NC1CCC(CC1)NC(OC(C)(C)C)=O)C tert-butyl (4-((4-(2,6-dimethylmorpholino)phenyl)amino)cyclohexyl)carbamate